[Si](C)(C)(C(C)(C)C)OC[C@H](C)N1N=C(C=C1C(=O)OC)C methyl 2-[(1S)-2-[tert-butyl(dimethyl)silyl]oxy-1-methyl-ethyl]-5-methyl-pyrazole-3-carboxylate